[Cl-].C(C)(C)(C)PC(C)C tertiary butyl-isopropyl-phosphine chloride